1,2-DimethoxyethaneN COC=COC